C(C)C1=C(C=CC=C1)C1=NC(=NO1)C1=CC2=C(N(N=N2)C(CO)(C)C)C=C1 2-(5-(5-(2-ethyl-phenyl)-1,2,4-oxadiazol-3-yl)-1H-benzo[d][1,2,3]triazol-1-yl)-2-methyl-propan-1-ol